3-bromo-5-methyl-6,7-dihydro-4H-triazolo[1,5-a]pyrazine BrC=1N=NN2C1CN(CC2)C